methyl (Z)-N'-((Z)-(3-(4-chlorophenyl)-4-phenyl-5,6-dihydropyridazin-1(4H)-yl)((phenylsulfonyl)imino)methyl)carbamimidothioate ClC1=CC=C(C=C1)C1=NN(CCC1C1=CC=CC=C1)\C(\N=C(\N)/SC)=N/S(=O)(=O)C1=CC=CC=C1